(R)-2-((1-(2-cyano-3-(4-(5-cyano-pyrimidin-2-yl)piperazin-1-yl)-7-methylquinoxalin-5-yl)ethyl)amino)-benzoic acid C(#N)C1=NC2=CC(=CC(=C2N=C1N1CCN(CC1)C1=NC=C(C=N1)C#N)[C@@H](C)NC1=C(C(=O)O)C=CC=C1)C